FC1=C(C=CC=C1)N(C(COC)=O)C1CCN(CC1)CCC1=CC=CC=C1 N-(2-Fluorophenyl)-2-methoxy-N-[1-(2-phenylethyl)piperidin-4-yl]acetamide